(R)-1-((2-(7-cyano-2-methoxyquinoxalin-5-yl)-5-fluorobenzo[d]thiazol-6-yl)oxy)propan-2-yl (2-methylpyrimidin-5-yl)carbamate CC1=NC=C(C=N1)NC(O[C@@H](COC1=CC2=C(N=C(S2)C2=C3N=CC(=NC3=CC(=C2)C#N)OC)C=C1F)C)=O